(3S,7R,8aS)-3-(4-chlorobenzyl)-2-(1-(pyridin-2-yl)piperidin-4-yl)octahydropyrrolo-[1,2-a]pyrazin ClC1=CC=C(C[C@@H]2N(C[C@H]3N(C2)CCC3)C3CCN(CC3)C3=NC=CC=C3)C=C1